C1(CCCCCCC1)C(C(=O)NC1=CC=C(C=C1)C1(CCOCC1)CO)NC(=O)C=1C(=NOC1)C N-(1-Cyclooctyl-2-{4-[4-(hydroxymethyl)-tetrahydropyran-4-yl]-anilino}-2-oxoethyl)-3-methylisoxazole-4-carboxamide